((1r,3r)-cyclobutane-1,3-diyl)dimethanol C1(CC(C1)CO)CO